1-(4-((6-((2-(2,6-dioxopiperidin-3-yl)-1,3-dioxoisoindolin-4-yl)amino)hexyl)amino)benzyl)-N-hydroxy-1H-indole-6-carboxamide O=C1NC(CCC1N1C(C2=CC=CC(=C2C1=O)NCCCCCCNC1=CC=C(CN2C=CC3=CC=C(C=C23)C(=O)NO)C=C1)=O)=O